C(O)(O)=O.CCOCCOCCOCC 3,6,9-trioxaundecane carbonate